C(C=C)(=O)OCCCCCCOC(=O)C1=C(C(C(=O)O)=CC=C1)C(=O)O acryloyloxyhexyloxycarbonyl-phthalic acid